C(C)(C)(C)C1=CC(=NC=N1)C#CC=1NC2=CC=C(C=C2C1)SC(C(=O)O)(C)C 2-((2-((6-(tert-Butyl)pyrimidin-4-yl)ethynyl)-1H-indol-5-yl)thio)-2-methylpropanoic acid